(3aR,5s,6aS)-2-((3-Cyclopropyl-1-methyl-1H-pyrazol-5-yl)sulfonyl)-N-((tetrahydro-2H-pyran-4-yl)methyl)octahydrocyclopenta[c]pyrrol-5-amine C1(CC1)C1=NN(C(=C1)S(=O)(=O)N1C[C@@H]2[C@H](C1)CC(C2)NCC2CCOCC2)C